N-(5-Methoxy-4-((4-methoxybenzyl)oxy)pyridin-2-yl)-5-(4-(trifluoromethyl)phenyl)oxazol-2-amine COC=1C(=CC(=NC1)NC=1OC(=CN1)C1=CC=C(C=C1)C(F)(F)F)OCC1=CC=C(C=C1)OC